C(C)(=O)N1CCC(CC1)C1=NN(C=2C=CC=C(C12)C1=C(C=C2C=NN(C2=C1)C)F)CC(=O)NCC(=O)NCC(=O)O (2-(3-(1-acetylpiperidin-4-yl)-5'-fluoro-1'-methyl-1H,1'H-[4,6'-biindazol]-1-yl)acetyl)glycylglycine